CC1=CN=C(N=N1)N[C@@H]1C[C@H](CC1)NC1=CC=C(C=N1)N1C(C(=CC=C1)C=1N=NNC1)=O 6'-(((1S,3S)-3-((6-Methyl-1,2,4-triazin-3-yl)amino)cyclopentyl)amino)-3-(1H-1,2,3-triazol-4-yl)-2H-[1,3'-bipyridin]-2-one